C1(CCCC1)C1=CC(=NN1)OC1=NC(=NC=C1)N(C1CCC(CC1)N)C (1r,4r)-N1-(4-((5-cyclopentyl-1H-pyrazol-3-yl)oxy)pyrimidin-2-yl)-N1-methylcyclohexane-1,4-diamine